N-[(3,4-dichlorophenyl)methyl]acetamid ClC=1C=C(C=CC1Cl)CNC(C)=O